N-(2-iodo-1-((2-(trimethylsilyl)ethoxy)methyl)-1H-pyrrolo[2,3-b]pyridin-4-yl)-1,1-diphenylmethylamine IC1=CC=2C(=NC=CC2NC(C2=CC=CC=C2)C2=CC=CC=C2)N1COCC[Si](C)(C)C